(2S,4R)-1-[(2S)-2-[4-(4-chloro-2-fluoro-phenyl)triazol-1-yl]-3,3-dimethyl-butanoyl]-4-hydroxy-N-methyl-pyrrolidine-2-carboxamide ClC1=CC(=C(C=C1)C=1N=NN(C1)[C@H](C(=O)N1[C@@H](C[C@H](C1)O)C(=O)NC)C(C)(C)C)F